C1(CC1)[C@@H]1N(C2=CC=C(C=C2[C@@H]([C@H]1C)NC1=NC=C(C=C1)F)C=1CCNCC1)C(C)=O ((2S,3R,4R)-2-cyclopropyl-4-((5-fluoropyridin-2-yl)amino)-3-methyl-6-(1,2,3,6-tetrahydropyridin-4-yl)-3,4-dihydroquinolin-1(2H)-yl)ethanone